N-((2-((4-(2-methoxyethoxy)phenyl)amino)-6-methyl-7-pteridinone-8(7H)-yl)phenyl)acrylamide COCCOC1=CC=C(C=C1)NC1=NC=2N(C(C(=NC2C=N1)C)=O)C1=C(C=CC=C1)NC(C=C)=O